m-maleimidobenzyl-N-hydroxy-succinimide C1(C=CC(N1C=1C=C(CC2C(=O)N(C(C2)=O)O)C=CC1)=O)=O